gamma-(1,2-epoxypropoxy)propyltriethoxysilane C1(C(C)O1)OCCC[Si](OCC)(OCC)OCC